C12(C(=O)CC(CC1)C2(C)C)C Racemic-camphor